COC=1C=C(C=C(C1C)OC)N(C(=O)C=1N=C(SC1)C#C)C1C(N(CC1)CC(F)(F)F)=O N-(3,5-Dimethoxy-4-methylphenyl)-2-ethynyl-N-(2-oxo-1-(2,2,2-trifluoroethyl)pyrrolidin-3-yl)thiazole-4-carboxamide